C(#N)C1=C(C=CC=C1)CN(C(=O)C1=C(N(C(=C1)C1=C(C=CC(=C1)[N+](=O)[O-])C(=O)N1CC2=CC=CC=C2C[C@H]1CN1CCOCC1)C)C)C1=CC=C(C=C1)O N-[(2-cyanophenyl)methyl]-N-(4-hydroxyphenyl)-1,2-dimethyl-5-[2-[(3S)-3-(morpholinomethyl)-3,4-dihydro-1H-isoquinoline-2-carbonyl]-5-nitro-phenyl]pyrrole-3-carboxamide